1,6-di-(t-butylperoxycarboxyloxy)hexane C(C)(C)(C)OOOC(=O)OCCCCCCOC(=O)OOOC(C)(C)C